4-amino-7-{(1S)-1-[1-(2,4-difluorophenyl)-1H-pyrazol-4-yl]ethyl}-5-[2-(trifluoromethyl)pyrimidin-5-yl]-7H-pyrrolo[2,3-d]pyrimidine-6-carbonitrile NC=1C2=C(N=CN1)N(C(=C2C=2C=NC(=NC2)C(F)(F)F)C#N)[C@@H](C)C=2C=NN(C2)C2=C(C=C(C=C2)F)F